FC1=CN=C(S1)NC(C1=C(C=CC=C1)[N+](=O)[O-])=O N-(5-Fluorothiazol-2-yl)-2-nitrobenzamide